5-(bromomethyl)-1,2,3,4-tetrahydronaphthalene BrCC1=C2CCCCC2=CC=C1